SCCSCCSC(CO)CSCCSCCS 2,3-bis((2-((2-mercaptoethyl)thio)ethyl)thio)propan-1-ol